C(CCCCC=CCC)O 6-nonen-1-ol